4-bromo-2-methoxy-5-(trifluoromethyl)benzaldehyde BrC1=CC(=C(C=O)C=C1C(F)(F)F)OC